C(C=C)(=O)OC1=CC=C(C=C1)N=NC1=CC=C(C(=O)O)C=C1 4-(4'-acryloyloxyphenylazo)benzoic acid